perhydro-dibenzyltoluene CC1=C(C(=CC=C1)CC2CCCCC2)CC3CCCCC3